CC/C=C\\C/C=C\\C/C=C\\C/C=C\\C/C=C\\C/C=C\\CCCCCCCCC(=O)CC(=O)SCCNC(=O)CCNC(=O)[C@@H](C(C)(C)COP(=O)([O-])OP(=O)([O-])OC[C@@H]1[C@H]([C@H]([C@@H](O1)N2C=NC3=C(N=CN=C32)N)O)OP(=O)([O-])[O-])O The molecule is a 3-oxo-fatty acyl-CoA(4-) arising from deprotonation of the phosphate and diphosphate functions of (12Z,15Z,18Z,21Z,24Z,27Z)-3-oxotriacontahexaenoyl-CoA. It is a 3-oxo-fatty acyl-CoA(4-) and an ultra-long-chain 3-oxoacyl-CoA(4-). It is a conjugate base of a (12Z,15Z,18Z,21Z,24Z,27Z)-3-oxotriacontahexaenoyl-CoA.